2-(pyridin-3-yl)ethylamine N1=CC(=CC=C1)CCN